4-(4,4,5,5-tetramethyl-1,3,2-dioxaborolan-2-yl)-4,5,6,7-tetrahydropyrazolo[1,5-a]pyridine CC1(OB(OC1(C)C)C1C=2N(CCC1)N=CC2)C